N=1NN=NC1C1=CC=C(C=C1)NC(C(CC1=NOC(=C1)C)N1C(C=C(C(=C1)OC)C1=C(C=CC(=C1)Cl)N1N=NC(=C1)C(F)(F)F)=O)=O N-(4-(2H-tetrazol-5-yl)phenyl)-2-(4-(5-chloro-2-(4-(trifluoromethyl)-1H-1,2,3-triazol-1-yl)phenyl)-5-methoxy-2-oxopyridin-1(2H)-yl)-3-(5-methylisoxazol-3-yl)propionamide